O[C@@H]1C[C@H](N(C1)C([C@H](C(C)C)C1=CC(=NO1)C)=O)C(=O)N[C@@H](CC(=O)O)C1=CC=C(C=C1)C1=C(N=CS1)C (S)-3-((2S,4R)-4-hydroxy-1-((R)-3-methyl-2-(3-methylisoxazol-5-yl)butanoyl)pyrrolidine-2-carboxamido)-3-(4-(4-methylthiazol-5-yl)phenyl)propanoic acid